FC(C(=O)O)(F)F.C1(NC(CC2=CC=CC=C12)=O)=O isoquinoline-1,3(2H,4H)-dione trifluoroacetate salt